2-(2-hydroxy-3-t-butyl-5-methylphenyl)-5-chlorobenzotriazole OC1=C(C=C(C=C1C(C)(C)C)C)N1N=C2C(=N1)C=CC(=C2)Cl